(8R)-2-fluoro-8-methyl-8-(1H-pyrazol-4-yl)-7,8-dihydro-6H-cyclopenta[e]pyrazolo[1,5-a]pyrimidine-6-carboxylic acid methyl ester COC(=O)C1C[C@@](C2=C1C=NC=1N2N=C(C1)F)(C=1C=NNC1)C